C1(CC1)C1(NC=C(C(=N1)NC=1C=NC(=CC1)OC(F)F)[N+](=O)[O-])N 2-cyclopropyl-N4-(6-(Difluoromethoxy)pyridin-3-yl)-5-nitropyrimidine-2,4-diamine